(2R,4R)-2-(((S)-1-(((1H-pyrrolo[3,2-c]pyridin-2-yl)methyl)amino)-1-oxopropan-2-yl)carbamoyl)-4-phenylpyrrolidine-1-carboxylic acid tert-butyl ester C(C)(C)(C)OC(=O)N1[C@H](C[C@@H](C1)C1=CC=CC=C1)C(N[C@H](C(=O)NCC1=CC=2C=NC=CC2N1)C)=O